C(#C)[C@]1([C@@H](C[C@@H](O1)N1C(NC(C(=C1)C)=O)=O)O)CO 1-((2R,4R,5R)-5-ethynyl-4-hydroxy-5-(hydroxymethyl)tetrahydrofuran-2-yl)-5-methylpyrimidine-2,4(1H,3H)-dione